C(C)(C)(C)N1N=C(N=N1)CNC(=O)[C@H]1N(C[C@@H](C1)O)C([C@H](C(C)(C)C)N1N=NC(=C1)C1CC1)=O (2S,4R)-N-[(2-tert-butyltetrazol-5-yl)methyl]-1-[(2S)-2-(4-cyclopropyltriazol-1-yl)-3,3-dimethyl-butanoyl]-4-hydroxy-pyrrolidine-2-carboxamide